(3S)-5-hydroxy-3-[2-({[(1H-indol-6-yl)methyl]amino}methyl)-1H-indol-3-yl]-2,3-dihydro-1H-isoindol-1-one OC=1C=C2[C@H](NC(C2=CC1)=O)C1=C(NC2=CC=CC=C12)CNCC1=CC=C2C=CNC2=C1